C1=CC=CC=2C3=CC=CC=C3N(C12)C1(CC(=CC=C1)N1C2=CC=CC=C2C=2C=CC=CC12)C=CC(=O)OCC1OC2(OC1)OCCC2 1,3-bis(N-carbazolyl)benzeneacryloyloxymethyl-1,4,6-trioxaspiro[4.4]nonane